CN(CCCC(=O)OC(C([2H])([2H])N(CCCCCCCC(=O)OC(CCCCCCCC)CCCCCCCC)CCCCCCCC(=O)OCCCCCCCCC)([2H])[2H])C heptadecan-9-yl 8-((2-((4-(dimethylamino)butanoyl)oxy)ethyl-1,1,2,2-d4)(8-(nonyloxy)-8-oxooctyl)amino)octanoate